OC=1C=C(C=CC1)[C@@H]1C(=C(NC=2C[C@H](CC(C12)=O)C1=C(C=CC=C1)OC)C)C(=O)OC1CCOCCC1 oxepan-4-yl (4S,7R)-4-(3-hydroxyphenyl)-7-(2-methoxyphenyl)-2-methyl-5-oxo-1,4,5,6,7,8-hexahydroquinoline-3-carboxylate